6-(3-(5-(6-isobutyl-2,6-diazaspiro[3.3]hept-2-yl)pyridin-2-yl)-4-isopropyl-1H-pyrazol-5-yl)-8-methoxy-[1,2,4]triazolo[1,5-a]pyridine C(C(C)C)N1CC2(CN(C2)C=2C=CC(=NC2)C2=NNC(=C2C(C)C)C=2C=C(C=3N(C2)N=CN3)OC)C1